C1=CC=CC=2CCCCCCCCCC3=C(C21)C=CC=C3 dibenzocyclotridecane